FC1(CC(C1)OC1=NN(C=C1NC=1N=CC2=C(N1)N(C(=C2)C#N)[C@@H]2COC[C@@H]2OC)C)F 2-((3-(3,3-difluorocyclobutoxy)-1-methyl-1H-pyrazol-4-yl)amino)-7-((3r,4r)-4-methoxytetrahydrofuran-3-yl)-7H-pyrrolo[2,3-d]pyrimidine-6-carbonitrile